2-Methyloxazolin CC=1OCCN1